CC1=C(C=NN1)C1=CC=C2C(=N1)SC(=N2)NC2=NC=CC(=C2)N2[C@@H](CN(CC2)S(=O)(=O)C)C (R)-5-(5-methyl-1H-pyrazol-4-yl)-N-(4-(2-methyl-4-(methyl-sulfonyl)piperazin-1-yl)pyridin-2-yl)thiazolo-[5,4-b]pyridin-2-amine